Methyl 5-(4-(tert-butoxycarbonyl)piperazin-1-yl)-3-chloro-2-(2-fluorophenyl)-7-(methoxymethyl)-1,6-naphthyridine-8-carboxylate C(C)(C)(C)OC(=O)N1CCN(CC1)C1=C2C=C(C(=NC2=C(C(=N1)COC)C(=O)OC)C1=C(C=CC=C1)F)Cl